N1C=[NH+]C=C1.[Cl+] chlorine imidazolium salt